(α-trimethylammonioacetyl)-di(dodecyl)-D-glutamyl-ammonium chloride [Cl-].C[N+](CC(=O)[C@@](N(CCCCCCCCCCCC)CCCCCCCCCCCC)(CCC(=O)O)C(=O)[NH3+])(C)C.[Cl-]